1-(2-(dimethylamino)ethyl)-N1,N2,N2-Trimethylethane-1,2-diamine CN(CCC(CN(C)C)NC)C